COC=1C=2N(N=C(C1)C=1C=C3C(=NC1)C=C(S3)[C@H]3CCN(C1(CC1)C3)C(=O)OC(C)(C)C)C=C(N2)C tert-butyl (S)-7-(6-(8-methoxy-2-methylimidazo[1,2-b]pyridazin-6-yl)thieno[3,2-b]pyridin-2-yl)-4-azaspiro[2.5]octane-4-carboxylate